3'-(tris(phenyl-d5)silyl)-[1,1'-biphenyl]-2',4',5',6'-d4-2-amine C1(=C(C(=C(C(=C1[2H])[2H])[2H])[2H])[2H])[Si](C1=C(C(=C(C(=C1[2H])[2H])[2H])C=1C(=CC=CC1)N)[2H])(C1=C(C(=C(C(=C1[2H])[2H])[2H])[2H])[2H])C1=C(C(=C(C(=C1[2H])[2H])[2H])[2H])[2H]